bis[4-{bis[4-(2-hydroxyethoxy)phenyl]sulfonio}phenyl] sulfide OCCOC1=CC=C(C=C1)[S+](C1=CC=C(C=C1)SC1=CC=C(C=C1)[S+](C1=CC=C(C=C1)OCCO)C1=CC=C(C=C1)OCCO)C1=CC=C(C=C1)OCCO